((((1-((4-bromophenyl) thio)-3-(phenylthio) propan-2-yl) oxy) carbonyl) amino) acrylate C(C=C)(=O)ONC(=O)OC(CSC1=CC=C(C=C1)Br)CSC1=CC=CC=C1